COC(=O)C12CCC(CC1)(CC2)C2=NC=C(C=C2)C(F)(F)F 4-(5-(trifluoromethyl)pyridin-2-yl)bicyclo[2.2.2]octane-1-carboxylic acid methyl ester